C(OC(C)(C)C)(O[C@H](C)OCC([C@H](C[C@H]1C(NCC1)=O)NC([C@@H](NC(=O)C=1NC2=CC=CC(=C2C1)OC)CC(C)C)=O)=O)=O tert-butyl (1R)-1-({(3S)-3-({N-[(4-methoxy-1H-indol-2-yl)carbonyl]-L-leucyl}amino)-2-oxo-4-[(3S)-2-oxopyrrolidin-3-yl]butyl}oxy)ethyl carbonate